CC=1OC(=CC1C(=O)Cl)C 2,5-dimethylfuran-3-carbonyl chloride